[Si](C1=CC=CC=C1)(C1=CC=CC=C1)(C(C)(C)C)O[C@@H]1[C@H]2[C@@H](N([C@@H]([C@@H]1O[Si](C1=CC=CC=C1)(C1=CC=CC=C1)C(C)(C)C)C2)C(=O)OC(C)(C)C)C=O tert-butyl (1R,3R,4R,5R,6S)-5,6-bis((tert-butyldiphenylsilyl)oxy)-3-formyl-2-azabicyclo[2.2.1]heptane-2-carboxylate